hydroxyacetic acid (hydroxyacetate) OCC(=O)O.OCC(=O)O